5-acetylresorcinoldiglycidyl ether C(C)(=O)C1=C2C(=C(C(O)=C1)C1C(COCC3C2O3)O1)O